BrC=1C=CC=C2N=CC(=NC12)C=1C=NN(C1)C1CCN(CC1)C1CC2=CC=C(C=C2C1)NC(OC(C)(C)C)=O tert-butyl (2-(4-(4-(8-bromoquinoxalin-2-yl)-1H-pyrazol-1-yl)piperidin-1-yl)-2,3-dihydro-1H-inden-5-yl)carbamate